2-(3,5-dichloro-4-((3,3-difluoro-2'-oxospiro[cyclobutane-1,3'-indolin]-5'-yl)oxy)phenyl)-3,5-dioxo-2,3,4,5-tetrahydro-1,2,4-triazine-6-carbonitrile ClC=1C=C(C=C(C1OC=1C=C2C3(C(NC2=CC1)=O)CC(C3)(F)F)Cl)N3N=C(C(NC3=O)=O)C#N